ClC=1C(NN=CC1NCCN1CC2(C1)CC(C2)OC2=CC=C1C=NN(C1=C2)C)=O 4-Chloro-5-((2-(6-((1-methyl-1H-indazol-6-yl)oxy)-2-azaspiro[3.3]heptan-2-yl)ethyl)amino)pyridazin-3(2H)-one